2-chloro-5-cyclobutyl-4-[[4-[1-methyl-4-(trifluoromethyl)imidazol-2-yl]phenyl]methoxy]pyrimidine Potassium 2-methylpropan-2-olate CC(C)(C)[O-].[K+].ClC1=NC=C(C(=N1)OCC1=CC=C(C=C1)C=1N(C=C(N1)C(F)(F)F)C)C1CCC1